FC1=C(C=C(C=C1)NC(NC1=CC=C(C=C1)C1=NC2=CC=CN=C2C(=C1)C(=O)NC(C)C)=O)C(F)(F)F 2-(4-(3-(4-Fluoro-3-(trifluoromethyl)phenyl)ureido)phenyl)-N-isopropyl-1,5-naphthyridine-4-carboxamide